C(CCC)N1C2=CC=CC=C2SC=2C=C(C=CC12)C=C1C=CC2=CC=CC=C12 ((10-butyl-10H-phenothiazin-3-yl)methylene)-1H-indene